methyl 3-(1,4-dimethyl-1H-benzo[d][1,2,3]triazol-5-yl)-3-(3-(((4-methoxybenzyl) oxy) methyl)-4-methylphenyl)-2,2-dimethylpropionate CN1N=NC2=C1C=CC(=C2C)C(C(C(=O)OC)(C)C)C2=CC(=C(C=C2)C)COCC2=CC=C(C=C2)OC